O[C@@H](C)C=1N(C=CN1)CC1=NOC(=C1)C1=CC=C(C=C1)C#CC1=C(C(=O)O)C=CC=C1 (S)-2-((4-(3-((2-(1-hydroxyethyl)-1H-imidazol-1-yl)methyl)isoxazol-5-yl)phenyl)ethynyl)benzoic acid